C[C@H]1CN(CCN1C=1C2=C(N=CN1)N(C=C2N2C(CCC2)=O)C2=CC(=C(C(=C2)F)F)F)C(=O)OC(C)(C)C tert-Butyl (S)-3-methyl-4-(5-(2-oxopyrrolidin-1-yl)-7-(3,4,5-trifluorophenyl)-7H-pyrrolo[2,3-d]pyrimidin-4-yl)piperazine-1-carboxylate